FC=1C=C(C=CC1F)SCC (3,4-difluorophenyl)(ethyl)sulfane